4-[6-(4-piperazin-1-ylphenyl)pyrazolo[1,5-a]pyrimidin-3-yl]quinolin N1(CCNCC1)C1=CC=C(C=C1)C=1C=NC=2N(C1)N=CC2C2=CC=NC1=CC=CC=C21